6-(4-((2-allyl-1-(6-(2-hydroxypropan-2-yl)pyridin-2-yl)-3-oxo-2,3-dihydro-1H-pyrazolo[3,4-d]pyrimidin-6-yl)amino)phenoxy)-N-hydroxyhexanamide C(C=C)N1N(C2=NC(=NC=C2C1=O)NC1=CC=C(OCCCCCC(=O)NO)C=C1)C1=NC(=CC=C1)C(C)(C)O